N1N=CC=2C1=NC=C(C2)CN2CCC1=CC=C(C=C21)C(=O)NC2=CC(=C(C=C2)CN2CCN(CC2)C)C(F)(F)F (1H-pyrazolo[3,4-b]pyridin-5-yl)methyl-N-(4-((4-methylpiperazin-1-yl)methyl)-3-(trifluoromethyl)phenyl)indoline-6-carboxamide